IC=1C=C(C=CC1)NC1=C2N=CN(C2=NC=N1)[C@H]1[C@@H]([C@@H]([C@H](O1)C(=O)NCC(F)(F)F)O)O (2S,3S,4R,5R)-5-(6-(3-iodophenylamino)-9H-purin-9-yl)-3,4-dihydroxyl-N-(2,2,2-trifluoroethyl)-tetrahydrofuran-2-formamide